FC1=CC=C(COC2=C(C(=O)O)C(=CC(=C2C)OS(=O)(=O)C2=CC=C(C)C=C2)OS(=O)(=O)C2=CC=C(C)C=C2)C=C1 2-((4-fluorobenzyl)oxy)-3-methyl-4,6-bis(tosyloxy)benzoic acid